N-(2-((4-(6-(3-methoxy-3-methylbut-1-yn-1-yl)pyridin-2-yl)thiazol-2-yl)amino)-2-oxoethyl)-1H-pyrrole-3-carboxamide COC(C#CC1=CC=CC(=N1)C=1N=C(SC1)NC(CNC(=O)C1=CNC=C1)=O)(C)C